FC(C(=O)N([C@H]1C[C@H](N(CC1)C(=O)N1CC2(CCCC2)[C@@H](CC1)CN1C(C=C(C=C1)C1=CC=CC=C1)=O)C1=CC=CC=C1)C)(F)F 2,2,2-trifluoro-N-methyl-N-((2S,4R)-1-((R)-10-((2-oxo-4-phenylpyridin-1(2H)-yl)methyl)-7-azaspiro[4.5]decane-7-carbonyl)-2-phenylpiperidin-4-yl)acetamide